ClCCN1N=NC=C1 1-(2-chloroethyl)-1,2,3-triazole